C1(=CC=CC=C1)C1=COC2=CC=CC=C2C1=O 3-phenyl-4H-chromen-4-one